N-(4-((2-(1,1-difluoroethyl)-6-methylpyridin-4-yl)amino)-5-(isothiazol-3-ylmethoxy)pyridin-2-yl)acetamide FC(C)(F)C1=NC(=CC(=C1)NC1=CC(=NC=C1OCC1=NSC=C1)NC(C)=O)C